C(CCCCCCCCCCC)(=O)N[C@@H](CCCNC(N)=N)C(=O)[O-] N-Lauroylarginate